FC(CC[C@H](NC(=O)C=1NC2=CC=CC(=C2C1)OC)C(=O)N[C@@H](C[C@H]1C(NCC1)=O)C(=O)N)(F)F 5,5,5-trifluoro-N-[(4-methoxy-1H-indol-2-yl)carbonyl]-L-norvalyl-3-[(3S)-2-oxopyrrolidin-3-yl]-L-alaninamide